OC([C@@H](C(=O)O)C)CC\C(=C\CC\C(=C\CO)\C)\C (s,6E,10E)-3,12-dihydroxy-2,6,10-trimethyl-1-dodeca-6,10-dienoic acid